1-(5-(4-(3H-imidazo[4,5-b]pyridin-7-yl)-1H-pyrazol-1-yl)pyridin-2-yl)-2,2,2-trifluoroethanol N1=CNC2=NC=CC(=C21)C=2C=NN(C2)C=2C=CC(=NC2)C(C(F)(F)F)O